[N+](=O)([O-])C1=CC=C(C=C1)OC(=O)N1CCC(CC1)C(O)(C1=CC2=C(OCO2)C=C1)C1=CC2=C(OCO2)C=C1.ClC1=C(C=C(C=C1)F)C(=O)C1=C(C(=C(C=C1Br)NCC(F)F)[N+](=O)[O-])Br (2-chloro-5-fluorophenyl){2,6-dibromo-4-[(2,2-difluoroethyl)amino]-3-nitrophenyl}methanone (4-nitrophenyl)4-[bis(1,3-benzodioxol-5-yl)-hydroxymethyl]piperidine-1-carboxylate